[Pt](O)O.[Pd] palladium-platinum hydroxide